β-D-galactopyranosyl(1→4)D-glucopyranose [C@@H]1([C@H](O)[C@@H](O)[C@@H](O)[C@H](O1)CO)O[C@H]1[C@@H]([C@H](C(O)O[C@@H]1CO)O)O